CC=1N=NC=C(C1[C@@H](C)OC=1C=C2C(=NNC2=CC1)C=1C=C(C#N)C=C(C1)OC)C 3-[5-[(1R)-1-(3,5-dimethylpyridazin-4-yl)ethoxy]-1H-indazol-3-yl]-5-methoxy-benzonitrile